(3-acrylamido-5-(2-(dimethylamino)ethoxy)phenyl)boronic acid C(C=C)(=O)NC=1C=C(C=C(C1)OCCN(C)C)B(O)O